(S)-6-(1-amino-1,3-dihydro-spiro[inden-2,4'-piperidin]-1'-yl)-3-(1-(5-(hydroxymethyl)-4-methylthiophene-2-yl)vinyl)-1,5-dihydro-4H-pyrazolo[3,4-d]pyrimidin-4-one N[C@@H]1C2=CC=CC=C2CC12CCN(CC2)C=2NC(C1=C(N2)NN=C1C(=C)C=1SC(=C(C1)C)CO)=O